1-(3-(4-Chloro-3,5-dimethylphenoxy)propyl)-4-((2,6-dimethylphenyl)sulfonyl)-3,5-dimethyl-1H-pyrrole-2-carboxylic acid ClC1=C(C=C(OCCCN2C(=C(C(=C2C)S(=O)(=O)C2=C(C=CC=C2C)C)C)C(=O)O)C=C1C)C